2,2'-(oxybis(4,1-phenylene))bis(N-ethyl-1H-indole-6-carboxamide) O(C1=CC=C(C=C1)C=1NC2=CC(=CC=C2C1)C(=O)NCC)C1=CC=C(C=C1)C=1NC2=CC(=CC=C2C1)C(=O)NCC